C=1(C(=CC=CC1)C(=O)O)C1=CC(=CC=C1)C(=O)O 2,3'-biphenyldicarboxylic acid